NCCCCCCCC(=O)NC1=CC=C(C=C1)NCC1=CC=C(C=C1)C(F)(F)F 8-Amino-N-(4-((4-(trifluoromethyl)benzyl)amino)phenyl)octanamid